C(C1=CC=CC=C1)OC(=O)N1COC[C@@]1(C(=O)O)C (R)-3-((benzyloxy)carbonyl)-4-methyloxazolidine-4-carboxylic acid